ClC=1C2=C(N=CN1)NC(C2C)=O 4-chloro-5-methyl-5,7-dihydro-6H-pyrrolo[2,3-d]pyrimidin-6-one